CN1C[C@@H](CCC1)SC=1N=NC(=C2C1C=NC=C2)C2=C(C=C(C=C2)N2N=CC=N2)O (R)-2-(4-((1-methylpiperidin-3-yl)thio)pyrido[3,4-d]pyridazin-1-yl)-5-(2H-1,2,3-triazol-2-yl)phenol